OC(C1=C(C=C(C=C1)C(F)(F)F)O)C1=NC=CC=C1 2-(Hydroxy(pyridine-2-yl)methyl)-5-(trifluoromethyl)phenol